N1C=C(C=CC=C1)NC([O-])=O (R)-azepin-3-ylcarbamate